O=C1NC(CCC1N1C(C2=CC=CC(=C2C1=O)NCCNC(OCC1=CC=CC=C1)=O)=O)=O benzyl (2-((2-(2,6-dioxopiperidin-3-yl)-1,3-dioxoisoindolin-4-yl)amino)ethyl)carbamate